2-{[4-(1-hydroxy-2-methylpropan-2-yl)phenyl]amino}-4-{[(1S)-2-hydroxy-1-phenylethyl]amino}-N-methylpyrimidine-5-carboxamide OCC(C)(C)C1=CC=C(C=C1)NC1=NC=C(C(=N1)N[C@H](CO)C1=CC=CC=C1)C(=O)NC